D-Thyroxine N[C@H](CC1=CC(I)=C(C(I)=C1)OC1=CC(I)=C(C(I)=C1)O)C(=O)O